FC1=CC=C(C=C1)S(=O)(=O)N1C2=C(OCC1)C=CC(=C2)NS(=O)(=O)C2=CC=CC=C2 N-(4-((4-fluorophenyl)sulfonyl)-3,4-dihydro-2H-benzo[b][1,4]oxazin-6-yl)benzenesulfonamide